N1=C(C=CC=C1C)C1=C(N=C(N1)CC=1C=C(C(=O)N)C=CC1)C=1C=C2N=CC=NC2=CC1 3-((5-(6-picoline-2-yl)-4-(quinoxalin-6-yl)-1H-imidazol-2-yl)methyl)benzamide